ClC1=CC=C(C=C1)C=1C=C2C(=NC1)NC=C2C(=O)C=2C(=C(C=CC2F)NS(=O)(=O)CCC)F N-[3-[5-(4-chlorophenyl)-1H-pyrrolo[2,3-b]pyridine-3-carbonyl]-2,4-difluorophenyl]propane-1-sulfonamide